CC1(CC2C(C(OC2=O)=O)C2=CC=CC=C12)C1C(OC(C1)=O)=O 1,3,3a,4,5,9b-hexahydro-5-methyl-5-(tetrahydro-2,5-dioxo-3-furanyl)-naphtho[1,2-c]furane-1,3-dione